6-[6-(2-hydroxy-4,6-dimethyl-phenyl)pyridazin-3-yl]-6-azaspiro[3.5]nonan-2-ol OC1=C(C(=CC(=C1)C)C)C1=CC=C(N=N1)N1CC2(CC(C2)O)CCC1